6-Amino-9-[[6-[2-(dimethylamino)ethoxy]-3-pyridyl]methyl]-2-[(S)-ethyl(methyl)phosphoryl]-7H-purin-8-one NC1=C2NC(N(C2=NC(=N1)[P@](=O)(C)CC)CC=1C=NC(=CC1)OCCN(C)C)=O